ClC1=C(C(=O)[O-])C=CC=C1N1C[C@@H]([C@H](C1)O)O 2-chloro-3-((3S,4S)-3,4-dihydroxypyrrolidin-1-yl)benzoate